C(C1=CC=CC=C1)NC(=O)NC1=CC=CC2=CC=CC=C12 1-Benzyl-3-naphthalen-1-ylurea